CC1=CC=C(C=C1)CCN1N=C2N([C@@H](CCC2)C(=O)O)C1=O (5S)-2-[2-(4-Methylphenyl)ethyl]-3-oxo-2,3,5,6,7,8-hexahydro[1,2,4]triazolo[4,3-a]pyridine-5-carboxylic acid